tert-Butyl (4S)-4-[(1R)-5-hydroxy-1-isopropoxy-5-[5-methyl-6-[1-(trifluoromethyl)cyclobutyl]pyrrolo[2,3-b]pyrazin-3-yl]pentyl]-2,2-dimethyl-oxazolidine-3-carboxylate OC(CCC[C@@H](OC(C)C)[C@H]1N(C(OC1)(C)C)C(=O)OC(C)(C)C)C1=CN=C2C(=N1)N(C(=C2)C2(CCC2)C(F)(F)F)C